5-(((3-bromo-1,1-dioxidobenzo[b]thiophen-5-yl)amino)methylene)-2,2-dimethyl-1,3-dioxane-4,6-dione BrC=1C2=C(S(C1)(=O)=O)C=CC(=C2)NC=C2C(OC(OC2=O)(C)C)=O